FC1=CC(=C(C=C1)C=1C(=C(C(=NC1)C)C(=O)N)O)C 5-(4-fluoro-2-methylphenyl)-4-hydroxy-2-methylpyridine-3-carboxamide